1-(9Z-octadecenoyl)-2-(4Z,7Z,10Z,13Z,16Z,19Z-docosahexaenoyl)-glycero-3-phospho-(1'-sn-glycerol) CCCCCCCC/C=C\CCCCCCCC(=O)OC[C@H](COP(=O)(O)OC[C@H](CO)O)OC(=O)CC/C=C\C/C=C\C/C=C\C/C=C\C/C=C\C/C=C\CC